N-[1-[3-(4-methyltriazol-2-yl)pyrazin-2-yl]ethyl]-3,5-bis(trifluoromethyl)benzamide CC1=NN(N=C1)C=1C(=NC=CN1)C(C)NC(C1=CC(=CC(=C1)C(F)(F)F)C(F)(F)F)=O